4-(pyridazin-4-yl)thiazole-2-carboxylic acid N1=NC=C(C=C1)C=1N=C(SC1)C(=O)O